(R)-2-(1-methoxy-1-methyl-ethyl)-pyrrolidine hydrochloride Cl.COC(C)(C)[C@@H]1NCCC1